COC1=NC=C(C(=N1)OC)C1=CC(=C(N=N1)C)N1CC2(C1)CCC2 2-(6-(2,4-dimethoxypyrimidin-5-yl)-3-methylpyridazin-4-yl)-2-azaspiro[3.3]heptane